C1(=CC=CC=C1)N(C(O)=O)C=1C=C2C=CN=CC2=CC1.C1(=CC=CC=C1)OC(NC=1C=C2C=CN=CC2=CC1)=O isoquinolin-6-yl-carbamic acid phenyl ester (phenyl isoquinolin-6-ylcarbamate)